BrC=1C(=NC=C(C1)C1(CC(C1)OC)C1=NN=CN1C)O 3-bromo-5-(3-methoxy-1-(4-methyl-4H-1,2,4-triazol-3-yl)cyclobutyl)pyridin-2-ol